N-(5-(3-chloro-1-methyl-1H-pyrrol-2-yl)-1,3,4-thiadiazol-2-yl)-4-((4-cyanopyrimidin-2-yl)amino)-3-methoxy-2-oxo-2H-pyran-6-carboxamide ClC1=C(N(C=C1)C)C1=NN=C(S1)NC(=O)C1=CC(=C(C(O1)=O)OC)NC1=NC=CC(=N1)C#N